O=C1N(CCC(N1)=O)C=1C=NC=CC1CN1CCN(CC1)C1CCN(CC1)C1=NC(=C(C(=O)N)C=C1)C1=CC=C(C=C1)OC1=CC=CC=C1 6-(4-(4-((3-(2,4-dioxotetrahydropyrimidin-1(2H)-yl)pyridin-4-yl)methyl)piperazin-1-yl)piperidin-1-yl)-2-(4-phenoxyphenyl)nicotinamide